NCCC1=CC(=C(C=C1F)NC1CN(C1)C(=O)OC(C)(C)C)F tert-Butyl 3-((4-(2-aminoethyl)-2,5-difluorophenyl)amino)azetidine-1-carboxylate